Gold Water O.[Au]